2-[[(1R)-1-[2-(2-fluorophenyl)-3,6-dimethyl-4-oxo-benzopyran-8-yl]ethyl]amino]benzonitrile FC1=C(C=CC=C1)C=1OC2=C(C(C1C)=O)C=C(C=C2[C@@H](C)NC2=C(C#N)C=CC=C2)C